C(C)(C)(C)OOC(C)(C=CC(C)(C)OOC(C)(C)C)C 2,5-bis(tertbutylperoxy)-2,5-dimethyl-hexene